[Mn].O=[O+][O-] ozone manganese